5-(6-(4-((1-methyl-1H-benzo[d]imidazol-6-yl)methyl)piperazin-1-yl)pyridin-3-yl)-7-(1-methyl-1H-pyrazol-4-yl)imidazo[1,2-a]pyridine-3-carbonitrile CN1C=NC2=C1C=C(C=C2)CN2CCN(CC2)C2=CC=C(C=N2)C2=CC(=CC=1N2C(=CN1)C#N)C=1C=NN(C1)C